C[C@H]1[C@@H](CC[C@@]2(CC[C@]3([C@@]4(CC[C@@H]5[C@](CC=6C=NC(=NC6C5(C)C)C)([C@H]4CC=C3[C@H]12)C)C)C)C(=O)O)C (1S,2R,4aS,6aS,6bR,8aR,14aR,14bR,16bS)-1,2,6a,6b,9,9,11,14a-octamethyl-1,2,3,4,4a,5,6,6a,6b,7,8,8a,9,14,14a,14b,15,16b-octadecahydrochryseno[1,2-g]quinazoline-4a-carboxylic acid